6-Amino-3-(2-ethyl-1',2'-dihydrospiro[cyclopropane-1,3'-pyrrolo[2,3-b]pyridin]-5'-yl)-2-fluoro-N,N-dimethylbenzamide NC1=CC=C(C(=C1C(=O)N(C)C)F)C=1C=C2C(=NC1)NCC21C(C1)CC